ClC=1C=C(N2C=C(C=C(C12)Cl)S(=O)(=O)Cl)C=1SC(=NN1)C(F)F 1,8-dichloro-3-(5-(difluoromethyl)-1,3,4-thiadiazol-2-yl)indolizine-6-sulfonyl chloride